1-[4-(2'-Fluoro-biphenyl-2-sulfonyl)-phenyl]-3-(1H-pyrazol-4-ylmethyl)-urea FC1=C(C=CC=C1)C=1C(=CC=CC1)S(=O)(=O)C1=CC=C(C=C1)NC(=O)NCC=1C=NNC1